2-bromo-4-chloro-1-(3-chloroprop-1-yn-1-yl)benzene BrC1=C(C=CC(=C1)Cl)C#CCCl